C1(CC1)C1=C(C(=NO1)C1=C(C=CC=C1Cl)Cl)CO[C@H]1[C@@H]2CN([C@H](C1)C2)C2=CC=C(C=C2)C2(CCC2)C(=O)O 1-[4-[(1S,4S,5R)-5-[[5-cyclopropyl-3-(2,6-dichlorophenyl)-1,2-oxazol-4-yl]methoxy]-2-azabicyclo[2.2.1]heptan-2-yl]phenyl]cyclobutane-1-carboxylic acid